tert-butyl 2-[(4-methoxyphenyl) methyl-methyl-amino]-5,7-dihydropyrrolo[3,4-b]pyridine-6-carboxylate COC1=CC=C(C=C1)CN(C1=CC=C2C(=N1)CN(C2)C(=O)OC(C)(C)C)C